Diphosphocyclotetradecane P(=O)(O)(OP(=O)(O)O)C1CCCCCCCCCCCCC1